Nonamethylnona-ethoxyoctasilan C[Si]([Si]([Si]([Si]([Si]([Si]([Si]([Si](OCC)(OCC)OCC)(OCC)OCC)(OCC)OCC)(OCC)OCC)(C)C)(C)C)(C)C)(C)C